[F-].[Na+] Sodium fluoride